N-[2-(4-formylcyclohexyl)-6-(1-hydroxy-1-methyl-ethyl)indazol-5-yl]pyrimidine-4-carboxamide C(=O)C1CCC(CC1)N1N=C2C=C(C(=CC2=C1)NC(=O)C1=NC=NC=C1)C(C)(C)O